(2-ETHOXY-6-FORMYLPHENOXY)ACETIC ACID C(C)OC1=C(OCC(=O)O)C(=CC=C1)C=O